O=C1NC(CCC1N1C(C2=CC=C(C=C2C1)CNC(C(C1=C(C=CC=C1)C)(F)F)=O)=O)=O N-((2-(2,6-dioxopiperidin-3-yl)-1-oxoisoindolin-5-yl)methyl)-2,2-difluoro-2-o-tolylacetamide